(9H-fluoren-9-yl)methyl (R)-(1-((3-(tert-butyl)isothiazol-5-yl)amino)-1-oxo-3-phenylpropane-2-yl)carbamate C(C)(C)(C)C1=NSC(=C1)NC([C@@H](CC1=CC=CC=C1)NC(OCC1C2=CC=CC=C2C=2C=CC=CC12)=O)=O